[K+].C(C)(C)(C)C=1C(=CC(=C(C(=O)[O-])C1)C)O 5-t-butyl-4-hydroxy-2-methylbenzoic acid, potassium salt